1-(benzofuran-5-yl)-3-(3-methyl-4-phenoxy-phenyl)urea O1C=CC2=C1C=CC(=C2)NC(=O)NC2=CC(=C(C=C2)OC2=CC=CC=C2)C